2-[[6-[5-chloro-3-[1-[1-(3,3-difluorocyclobutyl)ethyl]pyrazol-4-yl]quinoxalin-6-yl]oxy-2-methyl-benzimidazol-1-yl]methoxy]ethyl-trimethyl-silane ClC1=C2N=C(C=NC2=CC=C1OC=1C=CC2=C(N(C(=N2)C)COCC[Si](C)(C)C)C1)C=1C=NN(C1)C(C)C1CC(C1)(F)F